C(=O)(O)CN1CCN(CCN(CCN(CC1)CC(=O)O)CC(=O)O)CC=1[N+](=CC2=CC=CC=C2C1)[O-] 3-((4,7,10-tris(carboxymethyl)-1,4,7,10-tetraazacyclododecan-1-yl)methyl)isoquinoline 2-oxide